6-Amino-7-(4-chloro-3-hydroxyphenyl)-9-(3,3-difluorocyclopentyl)-2-{[2-fluoro-4-(1-piperazinylcarbonyl)phenyl]amino}-7,9-dihydro-8H-purin-8-on NC1=C2N(C(N(C2=NC(=N1)NC1=C(C=C(C=C1)C(=O)N1CCNCC1)F)C1CC(CC1)(F)F)=O)C1=CC(=C(C=C1)Cl)O